FC1=C(C(=C(C=C1C1=NOC(=N1)[C@H]1[C@@H](C1)F)F)C)NC(=O)C1=CN=C2N1C=CC(=C2)N2CCOCC2 N-(2,5-difluoro-3-(5-((1S,2R)-2-fluorocyclopropyl)-1,2,4-oxadiazol-3-yl)-6-methylphenyl)-7-morpholinoimidazo[1,2-a]pyridine-3-carboxamide